C(CCCCC\C=C/CC)=O cis-7-decenal